N[C@@H](C)C(=O)OC1CN(CCC1C=1C(=CC(=C2C(C=C(OC12)C1=C(C=CC=C1)Cl)=O)O)O)C 4-(2-(2-chlorophenyl)-5,7-dihydroxy-4-oxo-4H-chromen-8-yl)-1-methylpiperidin-3-yl L-alaninate